hydroxyhexanesulfonic acid OC(CCCCC)S(=O)(=O)O